2-amino-4-((3-bromophenyl) amino)-1,3,5-triazaspiro[5.5]undec-1,3-dien-9-yl dimethylcarbamate CN(C(OC1CCC2(NC(=NC(=N2)N)NC2=CC(=CC=C2)Br)CC1)=O)C